(S,E)-3-(4-chlorophenyl)-N'-((4-chlorophenyl)sulfonyl)-4-phenyl-N-((S)-2-sulfamoylpropyl)-4,5-dihydro-1H-pyrazole-1-carboximidamide ClC1=CC=C(C=C1)C1=NN(C[C@@H]1C1=CC=CC=C1)/C(/NC[C@H](C)S(N)(=O)=O)=N/S(=O)(=O)C1=CC=C(C=C1)Cl